BrC=1C=C2C=C(NC2=C(C1F)F)C(=O)N1C[C@@H](CC1)NC(OC(C)(C)C)=O tert-butyl (R)-(1-(5-bromo-6,7-difluoro-1H-indole-2-carbonyl)pyrrolidin-3-yl)carbamate